Lithium phosphosulfide P(=O)(=O)SP(=O)=O.[Li]